9-(pentadecan-7-yl) azelate C(CCCCCCCC(=O)OC(CCCCCC)CCCCCCCC)(=O)[O-]